Z-pyrrolo[3,4-d]pyridazin-1-one C1(N=NC=C2C1=CN=C2)=O